4-(6-chloro-2-pyridyl)morpholine ClC1=CC=CC(=N1)N1CCOCC1